tert-Butyl 5-{[(4R)-4-fluoro-1-{[1-(4-methoxyphenyl)cyclohexyl]carbonyl}-D-prolyl]amino}-1H-pyrazolo[4,3-b]pyridine-1-carboxylate F[C@@H]1C[C@@H](N(C1)C(=O)C1(CCCCC1)C1=CC=C(C=C1)OC)C(=O)NC1=CC=C2C(=N1)C=NN2C(=O)OC(C)(C)C